C1(CC1)N1C2C(=CC=3C=C(C(=CC13)OCCCN1CCOCC1)OC)CCC2 N-cyclopropyl-7-methoxy-6-[3-(morpholin-4-yl)propoxy]-1H,2H,3H-cyclopenta[b]quinolin